C(C1=C(C(=CC(=C1)C)C1CCCCC1)O)C1=C(C(=CC(=C1)C)C1CCCCC1)O methylenebis(4-methyl-6-cyclohexylphenol)